2,3-diphenyl-4-hydroxymethyl-isoxazoline C1(=CC=CC=C1)N1OCC(C1C1=CC=CC=C1)CO